C1(CCCCC1)C1=CC=C(C=C1)C=1NC=2N(C(C1)=O)N=C(C2C(=O)N2CC(C2)CF)C2=CN=CO2 5-(4-cyclohexylphenyl)-3-[3-(fluoromethyl)azetidine-1-carbonyl]-2-oxazol-5-yl-4H-pyrazolo[1,5-a]pyrimidin-7-one